F[C@H]1[C@H](CN(CC1)[C@H](C(=O)NC1=NC=C(C=C1)F)C)C1=CNC(C=C1)=O (S)-2-((3S,4R)-4-fluoro-3-(6-oxo-1,6-dihydropyridin-3-yl)piperidin-1-yl)-N-(5-fluoropyridin-2-yl)propanamide